tert-butyl (3-(2-(2-(2-aminoethoxy)ethoxy)ethoxy)phenyl)carbazate NCCOCCOCCOC=1C=C(C=CC1)N(C(=O)OC(C)(C)C)N